ClC=1C=NC=C(C1SC1=NN=C(S1)C(=O)NC=1C=CC2=C(S(C=C2)(=O)=O)C1)F 5-[(3-chloro-5-fluoropyridin-4-yl)sulfanyl]-N-(1,1-dioxidobenzo[b]thiophen-6-yl)-1,3,4-thiadiazole-2-carboxamide